3-(5-bromo-2-oxopyrrolo[2,3,4-de]isoquinolin-1(2H)-yl)piperidine BrC1=CC=C2C=3C(=CN=CC13)N(C2=O)C2CNCCC2